NC=1CC(=CC2=C(N1)C=C(S2)CC2CNC2)C(=O)N(OCCNC(OC(C)C)=O)CCC Isopropyl N-[2-[[5-amino-2-(azetidin-3-ylmethyl)-6H-thieno[3,2-b]azepine-7-carbonyl]-propyl-amino] oxyethyl]carbamate